(E)-(3R,3aS,6R,7R,8aS)-3,6,8,8-tetramethyloctahydro-1H-3a,7-methanoazulen-6-yl-3-(4-(2-(dimethylamino)ethoxy)phenyl)acrylate C[C@@H]1CC[C@H]2C([C@@H]3[C@](CC[C@]12C3)(C)OC(\C=C\C3=CC=C(C=C3)OCCN(C)C)=O)(C)C